ClC1=NC2=CC=CC=C2N=C1CC(C1=CC=CC=C1)C1=CC=CC=C1 2-chloro-3-(2,2-diphenyl-ethyl)quinoxaline